2-n-butyl-2-cyclohexyl-1,3-dimethoxypropane C(CCC)C(COC)(COC)C1CCCCC1